7-(difluoromethoxy)-2-(1-(2-hydroxyethyl)-1H-indol-4-yl)-4-(piperidine-1-carbonyl)isoquinolin-1(2H)-one FC(OC1=CC=C2C(=CN(C(C2=C1)=O)C1=C2C=CN(C2=CC=C1)CCO)C(=O)N1CCCCC1)F